N3-(2-(2-aminopyridin-4-yl)pyrido[3,4-d]pyrimidin-4-yl)-N,N1,3-trimethylbutane-1,3-diamine NC1=NC=CC(=C1)C=1N=C(C2=C(N1)C=NC=C2)NC(CCN(C)C)(C)C